(trimethylsilylpropyl)hexyldimethylammonium chloride [Cl-].C[Si](C)(C)CCC[N+](C)(C)CCCCCC